2-(4-(4-(aminomethyl)-1-oxo-1,2-dihydrophthalazin-6-yl)-1-methyl-1H-pyrazol-5-yl)-4-chloro-6-methoxybenzonitrile NCC1=NNC(C2=CC=C(C=C12)C=1C=NN(C1C1=C(C#N)C(=CC(=C1)Cl)OC)C)=O